C(C1=CC=CC=C1)=NCC(CCCN=CC1=CC=CC=C1)C N,N'-Dibenzyliden-1,5-diamino-2-methylpentan